C(C)OC1=NC=2N(C=C1C(=O)O)C=C(N2)C21COC(C2)(C1)C 7-ethoxy-2-(1-methyl-2-oxabicyclo[2.1.1]hexan-4-yl)imidazo[1,2-a]pyrimidine-6-carboxylic acid